linoleoyl taurate NCCS(=O)(=O)OC(CCCCCCC\C=C/C\C=C/CCCCC)=O